(cis)-4-(4-bromo-2-oxo-2,3-dihydro-1H-1,3-benzodiazol-1-yl)-N-(3,4-difluorophenyl)cyclohexane-1-carboxamide ethyl-(2Z)-3-[(4-methoxyphenyl)amino]but-2-enoate C(C)OC(\C=C(\C)/NC1=CC=C(C=C1)OC)=O.BrC1=CC=CC=2N(C(NC21)=O)[C@H]2CC[C@H](CC2)C(=O)NC2=CC(=C(C=C2)F)F